(2S,3R)-2-benzoyl-3-(phenylethynyl)spiro[cyclopropane-1,2'-indene]-1',3'-dione C(C1=CC=CC=C1)(=O)[C@H]1[C@@H](C12C(C1=CC=CC=C1C2=O)=O)C#CC2=CC=CC=C2